ClC=1C(=C(C=CC1)NC=1C2=C(N=C(N1)C(F)F)C=C(C=N2)CN2C[C@@H](CC2)O)C (R)-1-((4-(3-Chloro-2-methylphenylamino)-2-(difluoromethyl)pyrido[3,2-d]pyrimidin-7-yl)methyl)pyrrolidin-3-ol